O=C1NC(CCC1N1C(C2=CC=CC(=C2C1)C#CCCC(=O)OCCN1N=CC(=C1)C#CC1=C(C2=C(N3C(COC2)=NN=C3C)S1)CC1=CC=CC=C1)=O)=O 2-(4-((3-benzyl-9-methyl-4H,6H-thieno[2,3-e][1,2,4]triazolo[3,4-c][1,4]oxazepin-2-yl)ethynyl)-1H-pyrazol-1-yl)ethyl 5-(2-(2,6-dioxopiperidin-3-yl)-1-oxoisoindolin-4-yl)pent-4-ynoate